C1(=CC=CC=C1)C(C(=O)C1=CC=2C(C3=CC=CC=C3C2C=C1)(CCC)CCC)=NO 2-[phenyl-(hydroxyimino)acetyl]-9,9-di-n-propylfluorene